((5-((S)-1-hydroxyethyl)-1-(2-methoxyphenyl)-1H-1,2,4-triazol-3-yl)methyl)-3-((S)-3,3,3-trifluoro-2-hydroxypropyl)-1,3-dihydro-2H-imidazol-2-one O[C@@H](C)C1=NC(=NN1C1=C(C=CC=C1)OC)CN1C(N(C=C1)C[C@@H](C(F)(F)F)O)=O